OC1(CCC(CC1)NC(=O)C1CCNC2(CCC2)C1)C(F)(F)F N-[(1r,4r)-4-hydroxy-4-(trifluoromethyl)cyclohexyl]-5-azaspiro[3.5]nonane-8-carboxamide